C(#N)C1=C2CCCC2=CC=C1 4-cyano-2,3-dihydro-1H-indene